estren C[C@]12CC[C@H]3[C@H]([C@@H]1CC[C@@H]2O)CCC4=C[C@@H](CC[C@H]34)O